BrC1=C(C=C(C=C1)[C@@H](C)N)F (R)-1-(4-bromo-3-fluorophenyl)ethylamine